COC1=C2C=CC=NC2=C(C=C1)S(=O)(=O)NC1=C(C=CC=C1)C#CC=1C=C2C(=NC1)C(N(C2)C)=O 5-methoxy-N-[2-(2-{6-methyl-7-oxo-5H,6H,7H-pyrrolo[3,4-b]pyridin-3-yl}ethynyl)phenyl]quinoline-8-sulfonamide